N1CCCC=C1 1H,2H,3H,4H-pyridine